C(C1=CC=CC=C1)=C1C(NC(S1)=O)=O (benzylidene)-2,4-thiazolidinedione